C(=O)C=1C=C(C(=O)OC)C=C(C1O)C methyl 3-formyl-4-hydroxy-5-methylbenzoate